(4-(((6-(3-(2-(4-(((1-Benzoylpiperidin-4-yl)amino)methyl)-3-methoxyphenyl)-3-chloropyridin-4-yl)-2-chlorophenyl)-2-methoxypyridin-3-yl)methyl)amino)piperidin-1-yl)(phenyl)methanone C(C1=CC=CC=C1)(=O)N1CCC(CC1)NCC1=C(C=C(C=C1)C1=NC=CC(=C1Cl)C=1C(=C(C=CC1)C1=CC=C(C(=N1)OC)CNC1CCN(CC1)C(=O)C1=CC=CC=C1)Cl)OC